(2S,4R)-4-hydroxy-N-((R)-2-hydroxy-1-(4-(4-methylthiazol-5-yl)phenyl)ethyl)pyrrolidine-2-carboxamide O[C@@H]1C[C@H](NC1)C(=O)N[C@@H](CO)C1=CC=C(C=C1)C1=C(N=CS1)C